N1=NC1CC(=O)NCC(=O)OC Methyl (2-(3H-diazirin-3-yl)acetyl)glycinate